6,7-difluoro-5-(5-(4,4,4-trifluoro-3,3-dimethylbut-1-yn-1-yl)-3,4-dihydro-1,7-naphthyridin-1(2H)-yl)-[1,2,4]triazolo[4,3-a]quinazoline FC1=C2C(=NC=3N(C2=CC=C1F)C=NN3)N3CCCC1=C(C=NC=C31)C#CC(C(F)(F)F)(C)C